butyl N-[1-(4-[[2-(2,6-dioxopiperidin-3-yl)-1,3-dioxoisoindol-5-yl]oxy]butyl)piperidin-4-yl]carbamate O=C1NC(CCC1N1C(C2=CC=C(C=C2C1=O)OCCCCN1CCC(CC1)NC(OCCCC)=O)=O)=O